BrC1=NC=CC(=N1)CC(=O)OCC 1-Ethyl 2-(2-bromopyrimidin-4-yl)acetate